ClC1=NC=C(C(=C1)C1=C(C=NC(=C1)C)C(=O)NC=1SC2=C(N1)CN(C2)C(C2=NC=CC=C2C#N)=O)OC 2'-Chloro-N-(5-(3-cyanopicolinoyl)-5,6-dihydro-4H-pyrrolo[3,4-d]thiazol-2-yl)-5'-methoxy-6-methyl-[4,4'-bipyridine]-3-carboxamide